4-(4-chloroquinolin-6-yl)-3-fluoro-N-(tetrahydro-2H-pyran-4-yl)benzamide ClC1=CC=NC2=CC=C(C=C12)C1=C(C=C(C(=O)NC2CCOCC2)C=C1)F